3-ethoxy-3-keto-2,2-dimethyl-propionic acid C(C)OC(C(C(=O)O)(C)C)=O